C(CCC)C1=CC=C(C=C1)NC1=CC=C(C=2C(C3=C(C=CC(=C3C(C12)=O)NC1=CC=C(C=C1)CCCC)NC1=CC=C(C=C1)CCCC)=O)NC1=CC=C(C=C1)CCCC 1,4,5,8-tetrakis(4-n-butylphenylamino)anthraquinone